6-[(3R)-3-{bis[(2S,3R,4R,5R)-2,3,4,5,6-pentahydroxyhexyl]amino}pyrrolidine-1-carbonyl]-1,3-diethyl-1H-1,3-benzodiazol-3-ium O[C@@H](CN([C@H]1CN(CC1)C(=O)C=1C=CC2=C(N(C=[N+]2CC)CC)C1)C[C@@H]([C@H]([C@@H]([C@@H](CO)O)O)O)O)[C@H]([C@@H]([C@@H](CO)O)O)O